ClC=1N=C2N(C(C1)=O)C=C(C=C2)F chloro-7-fluoro-4H-pyrido[1,2-a]pyrimidin-4-one